C(C1=CC=CC=C1)N(C(=O)[C@H]1N(C[C@H](C1)F)C(=O)OC(C)(C)C)C1CCC(CC1)(C)C tert-Butyl (2S,4S)-2-(benzyl(4,4-dimethylcyclohexyl)carbamoyl)-4-fluoropyrrolidine-1-carboxylate